3,9,10-trimethoxy-2-phenyl-5-(p-tolylsulfonyl)-7,11b-dihydro-6H-indeno[2,1-c]quinolin-6a-ol COC1=C(C=C2C3C(CN(C2=C1)S(=O)(=O)C1=CC=C(C=C1)C)(CC1=CC(=C(C=C13)OC)OC)O)C1=CC=CC=C1